8-Cyclopropyl-2-methylquinazoline-4-amine C1(CC1)C=1C=CC=C2C(=NC(=NC12)C)N